3-(2-boronoethyl)-6-{[1-(L-α-glutaminyl)azetidin-3-yl]oxy}-2-hydroxybenzoic acid B(O)(O)CCC=1C(=C(C(=O)O)C(=CC1)OC1CN(C1)C(CC[C@H](N)C(N)=O)=O)O